O=S1(N(CC(N1)=O)C=1C(=C(C=CC1O)C1CCC(CC1)NS(=O)(=O)C1CC1)F)=O N-(4-(3-(1,1-dioxido-4-oxo-1,2,5-thiadiazolidin-2-yl)-2-fluoro-4-hydroxyphenyl)cyclohexyl)cyclopropanesulfonamide